N-(5,6-difluoro-1H-indol-3-yl)-5-(piperidin-1-yl)isoindoline-2-carboxamide FC=1C=C2C(=CNC2=CC1F)NC(=O)N1CC2=CC=C(C=C2C1)N1CCCCC1